(2R,3S)-1-(6-chloro-4-isopropyl-2,7-naphthyridin-1-yl)-2-methylpyrrolidin ClC=1C=C2C(=CN=C(C2=CN1)N1[C@@H](CCC1)C)C(C)C